O=C1OCCC1 2-OXODIHYDROFURAN